ClC=1C=C(C(=NC1)OC)S(=O)(=O)NC=1C(=C(C(=CC1)F)C=1C=CC=2N(C1)C=NC2C(=O)NC)F 6-[3-(5-chloro-2-methoxypyridine-3-sulfonamido)-2,6-difluorophenyl]-N-methylimidazo[1,5-a]pyridine-1-carboxamide